7-amino-5-thia-2-azaspiro[3.4]octane-5,5-dioxide NC1CS(C2(CNC2)C1)(=O)=O